4-Methyl-5,6-dihydro-4H-pyrrolo[1,2-b]pyrazol-2-amine CC1CCN2N=C(C=C21)N